2-[[[4-Cyano-7-(4-isopropylphenyl)-2,3-dihydrobenzofuran-5-yl]amino]methyl]-N-methylprop-2-enamid C(#N)C1=C(C=C(C2=C1CCO2)C2=CC=C(C=C2)C(C)C)NCC(C(=O)NC)=C